di-isononyl cyclohexane-1,2-dicarboxylate C1(C(CCCC1)C(=O)OCCCCCCC(C)C)C(=O)OCCCCCCC(C)C